NCCNC[Si](O)(O)O N-(2-aminoethyl)-1-aminomethylsilanetriol